7-bromo-N-(2-((tert-butyldimethylsilyl)oxy)ethyl)-8-fluoro-2-(((2R,7aS)-2-fluorotetrahydro-1H-pyrrolizin-7a(5H)-yl)methoxy)-N-methyl-6-(trifluoromethyl)quinazolin-4-amine BrC1=C(C=C2C(=NC(=NC2=C1F)OC[C@]12CCCN2C[C@@H](C1)F)N(C)CCO[Si](C)(C)C(C)(C)C)C(F)(F)F